(12R)-13,18-diethyl-12-methyl-12,13,16,17,18,19,20,21-octahydro-6,23-(azeno)-11,7-(metheno)imidazo[2,1-c][1,4,13,15,18]oxatetraazacyclohenicosin-14(15H)-one C(C)N1[C@@H](C=2C=CC=C(C3=CN4C(C(OCCCN(CCNC1=O)CC)=N3)=NC=C4)C2)C